C(C1=CC=CC=C1)OCCN1N=CC2=C(N(C=3C=C(C=CC23)OC2=NC(=CC=C2)F)C)C1=O 3-(2-(benzyloxy)ethyl)-7-((6-fluoropyridin-2-yl)oxy)-5-methyl-3,5-dihydro-4H-pyridazino[4,5-b]indol-4-one